FC1=C(OC2=CC(=NC=C2)C(=O)N)C=CC=C1 4-(2-fluorophenoxy)picolinamide